(1e)-4-(5-Chloro-2-(4-chloro-1H-1,2,3-triazol-1-yl)phenyl)-2,5-dimethoxypyridine ClC=1C=CC(=C(C1)C1=CC(=NC=C1OC)OC)N1N=NC(=C1)Cl